(2r,3s,4s)-5-chloro-3-hydroxy-2-(((((trans)-4-hydroxycyclohexyl)amino)methyl)-2-(pyridin-2-yl)-2,3-dihydrobenzofuran-4-yl)-3-fluoro-4-methoxybenzamide ClC1=C([C@]([C@@H](C(C(=O)N)=C1)C1=CC=CC2=C1CC(O2)(C2=NC=CC=C2)CN[C@@H]2CC[C@H](CC2)O)(F)O)OC